N,N,N',N'-tetraglycidyl-2,6-bis(4-aminophenoxy)toluene C(C1CO1)N(C1=CC=C(OC2=C(C)C(=CC=C2)OC2=CC=C(C=C2)N(CC2CO2)CC2CO2)C=C1)CC1CO1